C(C)OC(CSC=1C(=CC2=C(C=C(S2)C(=O)OCC)C1)OC)OCC ethyl 5-((2,2-diethoxyethyl)thio)-6-methoxy-1-benzothiophene-2-carboxylate